FC(C(=O)O)(F)F.FC(C(=O)O)(F)F.NC1=NC=C(C=C1CNC([C@H](C)NC(=O)[C@@H]1NC[C@H](C1)C1=CC=CC=C1)=O)Cl (2R,4R)-N-((S)-1-(((2-amino-5-chloropyridin-3-yl)methyl)amino)-1-oxopropan-2-yl)-4-phenylpyrrolidine-2-carboxamide di-trifluoroacetate